COC1=CC2=C(N=C(S2)C2=C3N=CC(=NC3=CC(=C2)C)COC)C(=C1)C(O)C1=CC=CC=C1 (6-methoxy-2-(2-(methoxymethyl)-7-methylquinoxalin-5-yl)benzo[d]thiazol-4-yl)(phenyl)methanol